3-(Ethyl-(tetrahydro-2H-pyran-4-yl)amino)-2-methyl-5-(3-methyl-2-oxo-1-(tetrahydro-2H-pyran-4-yl)-2,3-dihydro-1H-benzo[d]imidazol-5-yl)benzoic acid methyl ester COC(C1=C(C(=CC(=C1)C1=CC2=C(N(C(N2C)=O)C2CCOCC2)C=C1)N(C1CCOCC1)CC)C)=O